4,9-dibromo-6,7-bis-(3-octyloxyphenyl)-2-thia-1,3,5,8-tetraaza-cyclopenta[b]naphthalene BrC=1C=2C(C(=C3N=C(C(=NC13)C1=CC(=CC=C1)OCCCCCCCC)C1=CC(=CC=C1)OCCCCCCCC)Br)=NSN2